C1(=CC=CC=C1)C=1NC2=CC=C(C=C2C1)C(=O)N1CCN(CC1)C1=NC2=CC=CC=C2C(N1)=O 2-[4-(2-Phenyl-1H-indole-5-carbonyl)piperazin-1-yl]-3H-quinazolin-4-one